(3R)-3-(4-chlorophenyl)-2-[(4-chlorophenyl)methyl]-3-(2-hydroxyethoxy)-6-(2-hydroxyprop-2-yl)-2,3-dihydro-1H-isoindol-1-one ClC1=CC=C(C=C1)[C@@]1(N(C(C2=CC(=CC=C12)C(C)(C)O)=O)CC1=CC=C(C=C1)Cl)OCCO